C=C1C(OCC1)=O 3-methylenedihydrofuran-2(3H)-one